C1CC12CCN(CC2)CCCOC2=CC=CC=N2 6-(3-(6-azaspiro[2.5]oct-6-yl)propoxy)pyridine